(1R,5S,6r)-6-(5-phenyl-1,3,4-thiadiazol-2-yl)-3-azabicyclo[3.1.0]Hexane C1(=CC=CC=C1)C1=NN=C(S1)C1[C@H]2CNC[C@@H]12